OCC1(CCC1)NC=1C2=C(N=C(N1)C1=CC=C(C=C1)C=1OC=CN1)CC[S@]2=O (R)-4-((1-(hydroxymethyl)cyclobutyl)amino)-2-(4-(oxazol-2-yl)phenyl)-6,7-dihydrothieno[3,2-d]pyrimidine 5-oxide